azetidine-1,3-dicarboxylic acid N1(CC(C1)C(=O)O)C(=O)O